C(C)(=O)N1[C@@H](CC(C1)O)C(=O)O 1-acetyl-4-hydroxyproline